2-mercapto-2-methylethyl-tripropoxysilane SC(C[Si](OCCC)(OCCC)OCCC)C